3-((2-bromo-4-pyridinyl)oxy)azetidine-1-carboxylic acid tert-butyl ester C(C)(C)(C)OC(=O)N1CC(C1)OC1=CC(=NC=C1)Br